C(C)N1C=2N(C3=CC=C(C=C3C1=O)F)C(NN2)=S 4-ethyl-7-fluoro-1-thioxo-2,4-dihydro-[1,2,4]triazolo[4,3-a]quinazolin-5(1H)-one